(R)-6-(4-fluorophenyl)-N-(1-(2-(trifluoromethyl)pyrimidin-5-yl)ethyl)quinazolin-4-amine FC1=CC=C(C=C1)C=1C=C2C(=NC=NC2=CC1)N[C@H](C)C=1C=NC(=NC1)C(F)(F)F